N-imidazo[1,2-a]pyridin-7-yl-2-oxo-2-[(2R,5S)-5-methyl-2-[2-[(1R)-2-(dimethylamino)-1-methyl-ethyl]-1,3-benzothiazol-5-yl]-1-piperidyl]acetamide N=1C=CN2C1C=C(C=C2)NC(C(N2[C@H](CC[C@@H](C2)C)C=2C=CC1=C(N=C(S1)[C@@H](CN(C)C)C)C2)=O)=O